2-(7-(1-(tert-Butoxycarbonyl)piperidin-4-yl)-1-(cyclopropylmethyl)-1H-indol-2-yl)-4-methoxy-3-methylpyrazolo[1,5-a]pyridine-6-carboxylic acid methyl ester COC(=O)C=1C=C(C=2N(C1)N=C(C2C)C=2N(C1=C(C=CC=C1C2)C2CCN(CC2)C(=O)OC(C)(C)C)CC2CC2)OC